2-chloro-dimethylethylamine HCl Cl.ClCCN(C)C